2-acetyl-4-(1,2,3,4-tetrahydroxybutyl)imidazole C(C)(=O)C=1NC=C(N1)C(C(C(CO)O)O)O